Cl.N[C@H](C(=O)O)CC1=CC=C(C=C1)C1=NOC(=N1)C1=CC=C(C=C1)I (S)-2-amino-3-(4-(5-(4-iodophenyl)-1,2,4-oxadiazol-3-yl)phenyl)propanoic acid hydrochloride